(6-Chlorochroman-3-yl)-[7-[2-(dimethylamino)ethyl]-2-(5-fluoro-1H-pyrazol-4-yl)pyrrolo[2,3-d]pyrimidin-5-yl]methanone ClC=1C=C2CC(COC2=CC1)C(=O)C1=CN(C=2N=C(N=CC21)C=2C=NNC2F)CCN(C)C